3-(1,4-dimethyl-1H-benzo[d][1,2,3]triazol-5-yl)-3-(3-(((S)-2-ethyl-2,3-dihydro-[1,4]oxazepino[6,7-c]isoquinolin-4(5H)-yl)methyl)-4-methylphenyl)-2,2-dimethylpropanoic acid methyl ester COC(C(C(C1=CC(=C(C=C1)C)CN1C[C@@H](OC2=C(N=CC=3C=CC=CC23)C1)CC)C1=C(C2=C(N(N=N2)C)C=C1)C)(C)C)=O